C(C1=CC=CC=C1)OC1=C(C(=CC=C1OC)CC1NC(CC2=CC(=C(C=C12)OCC1=CC=CC=C1)OC)([2H])[2H])CO (2-(benzyloxy)-6-((7-(benzyloxy)-6-methoxy-1,2,3,4-tetrahydroisoquinolin-1-yl-3,3-d2)methyl)-3-methoxyphenyl)methanol